OCCCNC(O[C@@H]1CC[C@H](CC1)C(N(C[C@@H]1CC[C@H](CC1)C1=NC(=C(C=C1)OC)C)C1=CC(=CC=C1)C=1N=C(OC1)C1CC1)=O)=O trans-4-((3-(2-Cyclopropyloxazol-4-yl)phenyl)((trans-4-(5-methoxy-6-methylpyridin-2-yl)cyclohexyl)-methyl)carbamoyl)-cyclohexyl (3-hydroxypropyl)carbamate